(1R,5S)-N,N-dimethyl-3-oxa-9-azabicyclo[3.3.1]nonane-7-carboxamide CN(C(=O)C1C[C@H]2COC[C@@H](C1)N2)C